BrC=1C(=C(C2=C(N(C(N2COCC[Si](C)(C)C)=O)CC(F)F)C1)C#N)C(=O)C1=C(C=CC(=C1)F)Cl 6-bromo-5-[(2-chloro-5-fluorophenyl)carbonyl]-1-(2,2-difluoroethyl)-3-(5,5-dimethyl-2-oxa-5-silahex-1-yl)-2-oxobenzo[d]imidazole-4-carbonitrile